(2S)-2-[(2,2-difluoroethyl)amino]-4,4-difluorobut-3-en-1-ol FC(CN[C@H](CO)C=C(F)F)F